5-(4-hydroxypiperazin-1-yl)-6-methyl-2,3-dihydro-1,4-benzodioxine ON1CCN(CC1)C1=C(C=CC=2OCCOC21)C